C1(CCCC1)C1=CC(=NN1)NC1=NC(=NC=C1)N1C2CC(C1)(C2)CNC N-(5-cyclopentyl-1H-pyrazol-3-yl)-2-[4-(methylaminomethyl)-2-azabicyclo[2.1.1]hex-2-yl]pyrimidin-4-amine